OC[C@@H](C1=C(C=CC=C1)C(C)C)S[C@@H]1O[C@@H]([C@@H]([C@@H]([C@H]1O)N1N=NC(=C1)C1=CC(=C(C(=C1)F)F)F)O)CO (2S,3R,4S,5R,6R)-2-(((R)-2-Hydroxy-1-(2-isopropylphenyl)ethyl)thio)-6-(hydroxymethyl)-4-(4-(3,4,5-trifluorophenyl)-1H-1,2,3-triazol-1-yl)tetrahydro-2H-pyran-3,5-diol